CN1C(N(CC1=O)[2H])=S methylthiohydantoin-d1